2-((S)-2-(2-((S)-1-(2,3-Difluorobenzyl)-5-oxopyrrolidin-2-yl)acetamido)-3-methylbutanamido)-2-methylpropanoic acid FC1=C(CN2[C@@H](CCC2=O)CC(=O)N[C@H](C(=O)NC(C(=O)O)(C)C)C(C)C)C=CC=C1F